1-allyl-3-(4-(dimethylamino)phenyl)thiourea C(C=C)NC(=S)NC1=CC=C(C=C1)N(C)C